FC=1C(=CC(=NC1)OC)C1=CC(=NN1)C(=O)N1CCC(CC1)C(=O)NC(C)C=1C=C2C(=NNC2=CC1)C 1-(5-(5-fluoro-2-methoxypyridin-4-yl)-1H-pyrazole-3-carbonyl)-N-(1-(3-methyl-1H-indazol-5-yl)ethyl)piperidine-4-carboxamide